4-[(E)-3-[4-(Difluoromethoxy)phenyl]-3-oxoprop-1-enyl]benzoic acid FC(OC1=CC=C(C=C1)C(/C=C/C1=CC=C(C(=O)O)C=C1)=O)F